BrC=1SC(=CC1C=C1C(N(C(N(C1=O)CC)=S)CC)=O)Br 5-((2,5-dibromothiophene-3-yl)methylene)-1,3-diethyl-2-thioxodihydropyrimidine-4,6(1H,5H)-dione